3-chloro-2-(2-chloroethoxy)-5-(2-(4-((2-((1-oxidotetrahydro-1λ6-thiophen-1-ylidene)amino)pyrimidin-4-yl)methoxy)phenyl)propan-2-yl)benzonitrile ClC=1C(=C(C#N)C=C(C1)C(C)(C)C1=CC=C(C=C1)OCC1=NC(=NC=C1)N=S1(CCCC1)=O)OCCCl